N-[(E)-3-fluoro-2-[[2-(2-methylsulfonylethyl)-1-oxo-3,4-dihydroisoquinolin-6-yl]oxymethyl]allyl]carbamate F/C=C(\CNC([O-])=O)/COC=1C=C2CCN(C(C2=CC1)=O)CCS(=O)(=O)C